C(=O)C=1C=NC=2N(C1)N=CC2NC(OC(C)(C)C)=O tert-butyl (6-formylpyrazolo[1,5-a]pyrimidin-3-yl)carbamate